C(#N)C[C@@H](CC(=O)[O-])O (S)-(-)-4-cyano-3-hydroxybutyrate